C1(C=2C(C(N1OOCCCCCC)=O)=CC=CC2)=O 6-(Phthalimido)peroxyhexan